ethyl 3-(2-benzyloxyethyl)-6-hydroxy-1-(4-methoxybenzyl)-3a,7a-dihydro-1H-pyrazolo[3,4-b]pyridine-4-carboxylate C(C1=CC=CC=C1)OCCC1=NN(C2N=C(C=C(C21)C(=O)OCC)O)CC2=CC=C(C=C2)OC